1-(2-((7-chlorobenzo(b)thiophen-3-yl)methoxy)-2-(2,4-dichlorophenyl)ethyl)-1H-imidazole nitrate [N+](=O)(O)[O-].ClC1=CC=CC2=C1SC=C2COC(CN2C=NC=C2)C2=C(C=C(C=C2)Cl)Cl